(S)-2'-((4-methyl-5-(4-(2-oxopyrrolidin-1-yl)phenyl)pyrimidin-2-yl)amino)-6a',7'-dihydro-6'H,9'H-spiro[cyclopropane-1,8'-pyrido[2,3-b]pyrrolo[1,2-d][1,4]oxazin]-9'-one CC1=NC(=NC=C1C1=CC=C(C=C1)N1C(CCC1)=O)NC1=CC2=C(OC[C@H]3N2C(C2(C3)CC2)=O)N=C1